3,3-dimethyl-4-oxobutanenitrile CC(CC#N)(C=O)C